(S)-2-cyano-4,4-difluoropyrrolidine C(#N)[C@H]1NCC(C1)(F)F